Benzo[c]pyrrolidone C1(NCC2=C1C=CC=C2)=O